2-(3-(cyclopropylmethyl)-5-(4-fluoro-3-(5-methylthiophen-2-yl)phenyl)-4-(2-fluoro-4-sulfamoylbenzyl)-1H-pyrazol-1-yl)thiazole-4-carboxylic acid C1(CC1)CC1=NN(C(=C1CC1=C(C=C(C=C1)S(N)(=O)=O)F)C1=CC(=C(C=C1)F)C=1SC(=CC1)C)C=1SC=C(N1)C(=O)O